COC=1C=C(C=CC1OC)C(CC(C1=CC=CC=C1)=O)C1C(C2=C(NC(C1)=O)C=CC=C2)=O 4-(1-(3,4-dimethoxyphenyl)-3-oxo-3-phenylpropyl)-3,4-dihydro-1H-benzo[b]azepine-2,5-dione